3-(6-(4-(3-((1r,4s)-4-(3-bromo-2-(trifluoromethyl)phenoxy)cyclohexyl)propyl)piperazin-1-yl)-1-methyl-1H-indazol-3-yl)piperidine-2,6-dione BrC=1C(=C(OC2CCC(CC2)CCCN2CCN(CC2)C2=CC=C3C(=NN(C3=C2)C)C2C(NC(CC2)=O)=O)C=CC1)C(F)(F)F